Methyl (Z)-1-(4-amino-2-fluorobut-2-en-1-yl)-4-(3-((3,3-difluoropyrrolidin-1-yl)sulphonyl)phenyl)-1H-benzo[d]imidazole-6-carboxylate NC\C=C(\CN1C=NC2=C1C=C(C=C2C2=CC(=CC=C2)S(=O)(=O)N2CC(CC2)(F)F)C(=O)OC)/F